2H-spiro[benzofuran-3,4'-oxazolidin]-2'-one O1C(NC2(C1)COC1=C2C=CC=C1)=O